C(C)(C)(C)OC(=O)N1CC(C1)C1=NC=C(C=N1)N1CC(CC1)C(F)(F)F.OCC1(COC1)C1=CC=CC=C1 3-hydroxymethyl-3-phenyloxetane tert-butyl-3-[5-[3-(trifluoromethyl)pyrrolidin-1-yl]pyrimidin-2-yl]azetidine-1-carboxylate